BrC1=NC=CC(=C1)N1C2CN(CC1CC2)C2=C(N=NC(=C2)C2=C(C=CC=C2)OCOC)N 4-[8-(2-bromo-4-pyridinyl)-3,8-diazabicyclo[3.2.1]octan-3-yl]-6-[2-(methoxymethoxy)phenyl]pyridazin-3-amine